NCC(=O)NC1=C(C=CC=C1)N=C1C=C(OC2=C1C=CC=C2)C2=CC1=C(OCO1)C=C2 2-amino-N-(2-((2-(benzo[d][1,3]dioxol-5-yl)-4H-benzopyran-4-ylidene)amino)phenyl)acetamide